5-chloro-N-(2-chloro-4-(4-(4-methylpiperazin-1-yl)piperidin-1-yl)phenyl)-4-(3,4-dihydroisoquinolin-2(1H)-yl)pyrimidin-2-amine ClC=1C(=NC(=NC1)NC1=C(C=C(C=C1)N1CCC(CC1)N1CCN(CC1)C)Cl)N1CC2=CC=CC=C2CC1